(3-((Methylamino)methyl)azetidin-1-yl)(5-(4-(trifluoromethyl)phenoxy)-naphthalen-2-yl)methanone CNCC1CN(C1)C(=O)C1=CC2=CC=CC(=C2C=C1)OC1=CC=C(C=C1)C(F)(F)F